C(CCCCCCC)N1SC=CC1 2-n-octyl-4-isothiazolin